N1N=NC2=C1C=C1C(=C2)OCO1 1H-[1,3]dioxolo[4',5':4,5]benzo[1,2-d][1,2,3]triazole